ClC=1C=C2C=CC=NC2=CC1C(=O)NC1=CC(=NN1C)C(F)(F)F 6-Chloro-N-[1-methyl-3-(trifluoromethyl)-1H-pyrazol-5-yl]quinoline-7-carboxamide